tert-Butyl 4-((4-allyl-2-(4-(methoxycarbonyl)phenyl)piperazin-1-yl)methyl)-5-methoxy-7-methyl-1H-indole-1-carboxylate C(C=C)N1CC(N(CC1)CC1=C2C=CN(C2=C(C=C1OC)C)C(=O)OC(C)(C)C)C1=CC=C(C=C1)C(=O)OC